methyl 3-bromo-5-(2-(1-methyl-1H-pyrazol-4-yl) morpholino)-2-nitrobenzoate BrC=1C(=C(C(=O)OC)C=C(C1)N1CC(OCC1)C=1C=NN(C1)C)[N+](=O)[O-]